2-(5-(4,8-bis(5-((2-butyloctyl)thio)thiophen-2-yl)benzo[1,2-b:4,5-b']dithiophen-2-yl)-4-octylthiophen-2-yl)-5-(4-octylthiophen-2-yl)-1,3,4-thiadiazole C(CCC)C(CSC1=CC=C(S1)C1=C2C(SC(=C2)C2=C(C=C(S2)C=2SC(=NN2)C=2SC=C(C2)CCCCCCCC)CCCCCCCC)=C(C2=C1SC=C2)C=2SC(=CC2)SCC(CCCCCC)CCCC)CCCCCC